5-[(S)-1-(5-methoxy-2-nitrophenyl)-2,2-dimethyl-propoxy]methyl-2'-deoxy-cytidine COC=1C=CC(=C(C1)[C@H](C(C)(C)C)OCC=1C(=NC(N([C@H]2C[C@H](O)[C@@H](CO)O2)C1)=O)N)[N+](=O)[O-]